(diethoxymethylsilyl)(diethoxysilyl)methan C(C)OC(OCC)[SiH2]C[SiH](OCC)OCC